CON=C(CCC=C)C1=CC2=CC=CC=C2C=C1 1-(naphthalen-2-yl)pent-4-en-1-one O-methyloxime